6-((R*)-1-(3-(2-hydroxyethoxy)phenyl)ethyl)-N2-methyl-N4-((1S,2S)-2-methylcyclopropyl)pyridine-2,4-dicarboxamide OCCOC=1C=C(C=CC1)[C@@H](C)C1=CC(=CC(=N1)C(=O)NC)C(=O)N[C@@H]1[C@H](C1)C |o1:10|